6-fluoro-1-isopropyl-2,3-dihydropyrido[2,3-d]pyrimidin-4(1H)-one FC1=CC2=C(N(CNC2=O)C(C)C)N=C1